CNC1=C(C=CC=C1)C1=CC(=NN1C1OCCCC1)CNC(C1=C(C=CC=C1)OC(F)(F)F)=O N-((5-(2-(methylamino)phenyl)-1-(tetrahydro-2H-pyran-2-yl)-1H-pyrazol-3-yl)methyl)-2-(trifluoromethoxy)benzamide